OC1=CC=C(C=C1)CCC(C)O 4-(4-hydroxyphenyl)-2-butanol